ClC1=CC=C(C=C1)C=1N=C2N(C=CC=N2)C1CN1CC2CCC(C1)N2C(=O)NC2CC2 3-{[2-(4-chlorophenyl)imidazo[1,2-a]pyrimidin-3-yl]methyl}-N-cyclopropyl-3,8-diazabicyclo-[3.2.1]octane-8-carboxamide